N1CCC(CC1)C1=CNC2=CC=CC=C12 3-Piperidin-4-yl-1H-indole